C(C1=CC=CC=C1)OC1=C(C(=C(C(=O)O)C(=C1C)C)C(F)F)C 4-(benzyloxy)-2-(difluoromethyl)-3,5,6-trimethylbenzoic acid